BrC1=CC(=C(C(=O)O)C=C1)C1=CCC2(CC2)CC1 4-bromo-2-spiro[2.5]oct-5-en-6-ylbenzoic acid